C(C)C(CN(CCC(C=CC=C)=C)CC(CCCC)CC)CCCC 1-di-(2-ethylhexyl)amino-3-methylenehept-4,6-diene